C(C1=CC=CC=C1)OC(CC[C@H](C(=O)O)Br)=O |r| (rac)-5-(benzyloxy)-2-bromo-5-oxopentanoic acid